BrC1=C(C=C(OCC2=NN(C(=C2C=2C=CC=C3C(=C(N(C23)CCN2CCNCC2)C(=O)OC(C)(C)C)CCCOC2=CC=CC3=CC=CC=C23)C)C)C=C1)C=O tert-butyl 7-(3-((4-bromo-3-formylphenoxy)methyl)-1,5-dimethyl-1H-pyrazol-4-yl)-3-(3-(naphthalen-1-yloxy)propyl)-1-(2-(piperazin-1-yl)ethyl)-1H-indole-2-carboxylate